2-(azetidine-1-carbonyl)-3-(6-((1-hydroxypropyl)-4-methylpyridin-3-yl)-1,6-naphthyridin-7-yl)-2-fluorocyclopropane-1-carboxamide N1(CCC1)C(=O)C1(C(C1C=1N(CC=2C=CC=NC2C1)C=1C(=NC=CC1C)C(CC)O)C(=O)N)F